O[C@@H](COC1=CC=C(C(=O)OCC2=CC=CC=C2)C=C1)CN1NC=NN1 (R)-benzyl 4-(2-hydroxy-3-(1H-tetrazol-2-yl)propoxy)benzoate